C(C)(C)(C)OC(=O)N1C2CN(CC1C2)C2=NC=C(C=C2)C=2C=1N(C=C(C2)OCC(C)(C)O)N=CC1C#N tert-butyl-3-(5-(3-cyano-6-(2-hydroxy-2-methylpropoxy)pyrazolo[1,5-a]pyridin-4-yl)pyridin-2-yl)-3,6-diazabicyclo[3.1.1]heptane-6-carboxylate